(±)-4-(2-((methylsulfinyl)methyl)-4-nitrophenyl)-1H-pyrazole-1-carboxylic acid tert-butyl ester C(C)(C)(C)OC(=O)N1N=CC(=C1)C1=C(C=C(C=C1)[N+](=O)[O-])C[S@](=O)C |r|